N-(2-aminoethyl)methylsulfonamide trifluoroacetate FC(C(=O)O)(F)F.NCCNS(=O)(=O)C